C(C)(C)(C)OC(=O)N1CC2=CC(=CC=C2CC1)CCl 7-(chloromethyl)-3,4-dihydroisoquinoline-2(1H)-carboxylic acid tert-butyl ester